FC1(C[C@@]12CCC=1N(C2)N=C(C1C1=C2C(=NC=C1)NN=C2)C2=CC=C(C=C2)F)F (R)-2,2-Difluoro-2'-(4-fluorophenyl)-3'-(1H-pyrazolo[3,4-b]pyridin-4-yl)-4',5'-dihydro-7'H-spiro[cyclopropane-1,6'-pyrazolo[1,5-a]pyridine]